methyl (R)-6-chloro-3-((1-(6-cyano-2-(4,4-difluoropiperidin-1-yl)-3-methyl-4-oxo-3,4-dihydroquinazolin-8-yl)ethyl)amino)picolinate ClC1=CC=C(C(=N1)C(=O)OC)N[C@H](C)C=1C=C(C=C2C(N(C(=NC12)N1CCC(CC1)(F)F)C)=O)C#N